C(C)OC(=O)C1CCC(CC1)(O)C1=NC(=CC(=C1)C)Br 4-(6-bromo-4-methylpyridin-2-yl)-4-hydroxycyclohexanecarboxylic acid ethyl ester